5-(2-fluoro-6-methoxyphenyl)-3-(4-methyl-2,3,4,5-tetrahydrobenzo[f][1,4]oxazepin-7-yl)-1H-pyrazolo[4,3-c]pyridazin-6(5H)-one FC1=C(C(=CC=C1)OC)N1N=C2C(=CC1=O)NN=C2C=2C=CC1=C(CN(CCO1)C)C2